2-chloro-4-[(2-chloro-5-fluorobenzyl)amino]pyrimidin-5-carboxamide ClC1=NC=C(C(=N1)NCC1=C(C=CC(=C1)F)Cl)C(=O)N